C(N)(=O)[C@H](C[C@H]1C(NCC1)=O)NC(=O)[C@@H]1[C@H]2[C@H]3CC[C@@H]([C@H]2CN1C([C@H](C(C)(C)C)NC(OC(C)(C)C)=O)=O)C3 tert-butyl N-[(2S)-1-[(1S,2S,3S,6R,7R)-3-{[(1S)-1-carbamoyl-2-[(3S)-2-oxopyrrolidin-3-yl]ethyl]carbamoyl}-4-azatricyclo[5.2.1.0^{2,6}]decan-4-yl]-3,3-dimethyl-1-oxobutan-2-yl]carbamate